C(O)C(C(=O)N=C=O)(C)CO dimethylolpropionic acid, isocyanate